methyl-(cis)-4-[2-(imidazol-1-yl)-5H,6H,7H-cyclopenta[d]pyrimidine-4-amido]cyclohexane-1-carboxylic acid CC1(CCC(CC1)NC(=O)C=1C2=C(N=C(N1)N1C=NC=C1)CCC2)C(=O)O